N=1OC=C2C1C=CC(=C2)C(=O)N benzo[c]isoxazole-5-carboxamide